methyl 6-chloro-7-methoxy-4-(oxazol-2-ylmethyl)-3,4-dihydro-2H-benzo[b][1,4]oxazine-8-carboxylate ClC1=CC2=C(OCCN2CC=2OC=CN2)C(=C1OC)C(=O)OC